C(CCC)N(CCCC)CCC1=CC=CC=C1 N,N-dibutylphenethylamine